6-methyl-5-nitro-N-(2-oxoethyl)nicotinamide CC1=NC=C(C(=O)NCC=O)C=C1[N+](=O)[O-]